C(C)(C)(C)OC(=O)N[C@H](C)C(=O)OCCCCCCCCCCCC dodecyl (tert-butoxycarbonyl)-D-alaninate